8-chloro-6-(N-(3-methyloxetane-3-yl)sulfamoyl)imidazo[1,5-a]pyridine-3-carboxylic acid methyl ester COC(=O)C1=NC=C2N1C=C(C=C2Cl)S(NC2(COC2)C)(=O)=O